(rac)-1-((1S,2R,4R)-2-((tert-butyldiphenylsilyl)methyl)-2-methylbicyclo[2.1.1]hexan-1-yl)pentan-1-one [Si](C1=CC=CC=C1)(C1=CC=CC=C1)(C(C)(C)C)C[C@]1(C2(CC(C1)C2)C(CCCC)=O)C |r|